NC(C(=O)O)CNS(=O)(=O)C1=CC=CC2=C(C=CC=C12)N(C)C 2-amino-3-[[5-(dimethylamino)-1-naphthalenyl]sulphonylamino]propionic acid